(3R,4R)-4-((4'-((R)-5-hydroxy-3-(2-((S)-1-hydroxyethyl)-1H-imidazol-1-yl)pent-1-yn-1-yl)-[1,1'-biphenyl]-4-yl)oxy)tetrahydro-furan-3-ol OCC[C@H](C#CC1=CC=C(C=C1)C1=CC=C(C=C1)O[C@H]1[C@@H](COC1)O)N1C(=NC=C1)[C@H](C)O